4-((4-(2-cyclopropylethyl)-5-(3-ethoxy-2-fluoro-5-methoxy-4-methylphenyl)pyridin-2-yl)amino)tetrahydro-2H-pyran-4-carboxylic acid C1(CC1)CCC1=CC(=NC=C1C1=C(C(=C(C(=C1)OC)C)OCC)F)NC1(CCOCC1)C(=O)O